COC(=O)C1=CC=C2C(=N1)N(C=N2)CC2=CN=CN2CC 3-((1-ethyl-1H-imidazol-5-yl)methyl)-3H-imidazo[4,5-b]Pyridine-5-carboxylic acid methyl ester